1-(1,1-dimethyl-prop-2-ynyl)-imidazolidin-2-one CC(C#C)(C)N1C(NCC1)=O